FC(C=1C=C(C=C(C1)C(F)(F)F)C1=NN(C=N1)/C=C(/C1=NNC=N1)\C=1C=NC=NC1)(F)F (E)-5-(2-(3-(3,5-bis(trifluoromethyl)phenyl)-1H-1,2,4-triazol-1-yl)-1-(1H-1,2,4-triazol-3-yl)vinyl)pyrimidine